2-METHYL-2H-INDAZOLE-7-BORONIC ACID CN1N=C2C(=CC=CC2=C1)B(O)O